C1(CC1)C=1C=NC(=NC1)N1CC(C(=CC1)CC(=O)OC)C methyl 2-(1-(5-cyclopropylpyrimidin-2-yl)-3-methyl-1,2,3,6-tetrahydropyridin-4-yl)acetate